Cl.FC1=CC=C(C(=O)NC23CC4(C[C@@H](C[C@H](C2)C4)C3)NCC(=O)N3CC4=CC=C(C=C4C3)F)C=C1 4-fluoro-N-((1s,3r,5R,7S)-3-((2-(5-fluoroisoindolin-2-yl)-2-oxoethyl)amino)adamantan-1-yl)benzamide hydrochloride